2-fluoro-5-((4-fluorophenyl)sulfonyl)benzenesulfonic acid FC1=C(C=C(C=C1)S(=O)(=O)C1=CC=C(C=C1)F)S(=O)(=O)O